2-(1,2-oxazol-3-yl)pyrrolidin O1N=C(C=C1)C1NCCC1